N[C@H](C(=O)O)CC=1N=C(OC1)Br (2S)-2-amino-3-(2-bromo-1,3-oxazol-4-yl)propionic acid